C1(CCCC1)N1C(N(C(C(=C1)C(=O)OCC)=O)C1=CC=C(C=C1)F)=O ethyl 1-cyclopentyl-3-(4-fluorophenyl)-2,4-dioxo-1,2,3,4-tetrahydropyrimidin-5-formate